(2S,4R)-4-[6-(2-methoxyethoxy)pyrimidin-4-yl]oxy-2-methyl-pyrrolidine-1-carboxylic acid tert-butyl ester C(C)(C)(C)OC(=O)N1[C@H](C[C@H](C1)OC1=NC=NC(=C1)OCCOC)C